3-(4-amino-5-((2-((4,4-difluorocyclohexyl)amino)cyclohexyl)(methyl)amino)-1-oxoisoindolin-2-yl)piperidine NC1=C2CN(C(C2=CC=C1N(C)C1C(CCCC1)NC1CCC(CC1)(F)F)=O)C1CNCCC1